ClC1=NC2=C(C=CC(=C2C=C1)C(CC1=C(C=NC=C1Cl)Cl)=O)OC(F)F 1-(2-chloro-8-(difluoromethoxy)quinolin-5-yl)-2-(3,5-dichloropyridin-4-yl)ethan-1-one